(3-(4-Iodophenyl)-1,2,4-oxadiazol-5-yl)methanesulfonic acid methyl ester COS(=O)(=O)CC1=NC(=NO1)C1=CC=C(C=C1)I